bis(trifluoroacetyl)iodine FC(C(=O)IC(C(F)(F)F)=O)(F)F